4-Amino-1-[4-[4-[6-chloro-4-[difluoro(8-oxabicyclo[3.2.1]octan-3-yl)methyl]-2-pyridyl]piperazin-1-yl]sulfonylphenyl]pyrrolidin-2-one NC1CC(N(C1)C1=CC=C(C=C1)S(=O)(=O)N1CCN(CC1)C1=NC(=CC(=C1)C(C1CC2CCC(C1)O2)(F)F)Cl)=O